C[C@H]1[C@@H](C[C@H]([C@@H](O1)OCCCCCCCCCCCC[C@H](CC(=O)O)O)O)O The molecule is an omega-hydroxy fatty acid ascaroside that is oscr#26 in which the pro-R hydrogen beta to the carboxy group is replaced by a hydroxy group. It is a metabolite of the nematode Caenorhabditis elegans. It has a role as a Caenorhabditis elegans metabolite. It is an omega-hydroxy fatty acid ascaroside, a 3-hydroxy carboxylic acid and a monocarboxylic acid. It derives from an oscr#26 and a (3R)-3,15-dihydroxypentadecanoic acid. It is a conjugate acid of a bhos#26(1-).